C(C1=CC=CC=C1)OC=1C=CC(=NC1F)C=1C=NN(C1C1=CC=C(C=C1)OC)COCC[Si](C)(C)C 2-[[4-(5-benzyloxy-6-fluoro-2-pyridinyl)-5-(4-methoxyphenyl)pyrazol-1-yl]methoxy]ethyl-trimethyl-silane